FC1(CNCCC1C1=CC=CC=2N(C(N(C21)C)=O)N2C(CCCC2=O)=O)F [4-(3,3-difluoro-4-piperidinyl)-3-methyl-2-oxo-benzoimidazol-1-yl]piperidine-2,6-dione